ethyl 2-(5-bromopyridin-2-yl)-2-(N-hydroxyimino)acetate BrC=1C=CC(=NC1)C(C(=O)OCC)=NO